O=C[C@H](O)[C@H](O)[C@H](O)CO (+)-ribose